methyl-(2r,7ar)-2-fluoro-6-methylenetetrahydro-1H-pyrrolizine CC1[C@H](CN2CC(C[C@H]12)=C)F